C(C)(C)(C)N1C[C@H](CCC1)CO tert-butyl-(S)-3-(hydroxymethyl)piperidine